2-fluoro-N-(thiazol-4-yl)benzenesulfonamide 2,2,2-trifluoroacetate FC(C(=O)O)(F)F.FC1=C(C=CC=C1)S(=O)(=O)NC=1N=CSC1